C1(CCCCC1)C1=CC=C(C=C1)NC=1C2=C(N=C(N1)N1CC(OCC1)CC)C(N(C2)C(C)C)=O 4-[(4-cyclohexylphenyl)amino]-2-(2-ethylmorpholin-4-yl)-6-(propan-2-yl)-5,6-dihydro-7H-pyrrolo[3,4-d]pyrimidin-7-one